C(C)OCCN(CC[C@@H](C(=O)O)NC=1C=2C(N=CN1)=CN(N2)C)CCCCC2=NC=1NCCCC1C=C2 (S)-4-((2-ethoxyethyl)(4-(5,6,7,8-tetrahydro-1,8-naphthyridin-2-yl)butyl)amino)-2-((2-methyl-2H-pyrazolo[4,3-d]pyrimidin-7-yl)amino)butanoic acid